FC=1C=C(C=CC1F)CCCNC=1C2=C(N=C(N1)CC)SC(=C2)C N-(3-(3,4-difluorophenyl)propyl)-2-ethyl-6-methylthieno[2,3-d]pyrimidin-4-amine